6-cyclopropylpyridine-3-carbonyl chloride C1(CC1)C1=CC=C(C=N1)C(=O)Cl